C12(CC3CC(CC(C1)C3)C2)CCOCC(CN(C2CCCCC2)CC)O N-{3-[2-(adamantan-1-yl)ethoxy]-2-hydroxypropyl}-N-ethylcyclohexanamine